N=1C=CN2C1N=CC(=C2)C=2C=CN1N=C(N=C(C12)OC)NC1CCC2(COC2)CC1 5-(imidazo[1,2-a]pyrimidin-6-yl)-4-methoxy-N-(2-oxaspiro[3.5]nonan-7-yl)pyrrolo[2,1-f][1,2,4]triazin-2-amine